7-bromo-1-(4-methoxybenzyl)-4-((4-methoxybenzyl)oxy)-3-(trifluoromethyl)-4,5,6,7-tetrahydro-1H-indazole BrC1CCC(C=2C(=NN(C12)CC1=CC=C(C=C1)OC)C(F)(F)F)OCC1=CC=C(C=C1)OC